N-(2-carboxyethyl)-3-[(2-carboxyethyl)amino]-alanine C(=O)(O)CCN[C@@H](CNCCC(=O)O)C(=O)O